trans-4-((4-(2-Cyclopropyloxazol-4-yl)pyridine-2-yl)((trans-4-(4-methoxy-3-methylphenyl)cyclohexyl)methyl)carbamoyl)-cyclohexyl 3-(dimethylamino)azetidine-1-carboxylate CN(C1CN(C1)C(=O)O[C@@H]1CC[C@H](CC1)C(N(C[C@@H]1CC[C@H](CC1)C1=CC(=C(C=C1)OC)C)C1=NC=CC(=C1)C=1N=C(OC1)C1CC1)=O)C